BrC=1C=C(C(=O)NC2=CN(C(C=C2)=O)C2=CC=CC=C2)C=CC1 3-bromo-N-(6-oxo-1-phenyl-1,6-dihydropyridin-3-yl)benzamide